C1=CC(=C(C(=C1)[N+](=O)[O-])[N+](=O)[O-])C(=O)[O-] dinitrobenzoate